BrC=1C=C2C=CC(=CC2=CC1)C=1OC2=C(N1)C1=CC=CC=C1C=C2 6-bromo-2-naphthylnaphtho[1,2-d]oxazole